4-(3-hydroxymethyl-cyclohex-3-enylmethyl)-1,3-dihydro-imidazolethione OCC=1CC(CCC1)CC=1NC(NC1)=S